COC1=CC2=C(OC[C@@H](C(N2C)=O)NC(OC(C)(C)C)=O)C=C1 tert-butyl (S)-(7-methoxy-5-methyl-4-oxo-2,3,4,5-tetrahydrobenzo[b][1,4]oxazepin-3-yl)carbamate